FC(OC=1C(=C2C(=NC1)NC=C2C(=O)C2=CC=C(C=C2)OC2=C(C=CC=C2)F)N[C@H]2CO[C@@H](CC2)CO)F (5-(difluoromethoxy)-4-(((3R,6S)-6-(hydroxymethyl)tetrahydro-2H-pyran-3-yl)amino)-1H-pyrrolo[2,3-b]pyridin-3-yl)(4-(2-fluorophenoxy)phenyl)methanone